1-[2-[1-[(4-methoxyphenyl)methyl]-2,6-dioxo-3-piperidyl]-1-oxo-phthalazin-6-yl]piperidine-4-carbaldehyde COC1=CC=C(C=C1)CN1C(C(CCC1=O)N1C(C2=CC=C(C=C2C=N1)N1CCC(CC1)C=O)=O)=O